(3-chlorophenyl) (((2R,3S,5R)-5-(2-amino-6-mercapto-9H-purin-9-yl)-3-hydroxytetrahydrofuran-2-yl) methoxy) phosphonate P(OC1=CC(=CC=C1)Cl)(OOC[C@H]1O[C@H](C[C@@H]1O)N1C2=NC(=NC(=C2N=C1)S)N)=O